NC(N)=NC=1SC=C(N1)CSCCC(N)=NS(N)(=O)=O 3-[[2-(diaminomethylideneamino)-1,3-thiazol-4-yl]methylsulfanyl]-N'-sulfamoyl-propanimidamide